ClC=1C=C(C=CC1F)C(C=1NC(=C(N1)S(=O)(=O)C)C)OCC1CC2(CC2)C1 2-[(3-chloro-4-fluorophenyl)-(spiro[2.3]hexan-5-ylmethoxy)methyl]-5-methyl-4-methylsulfonyl-1H-imidazole